N12NCCC(CC1)C2 diazabicyclo[3.2.1]octan